FC(COC1=C(C(=NC(=C1)C1=CC=C(C=C1)F)N1C(C(=CC=C1)CC=1C=NN(C1)CC)=O)C#N)F 4'-(2,2-difluoroethoxy)-3-[(1-ethyl-1H-pyrazol-4-yl)methyl]-6'-(4-fluorophenyl)-2-oxo-2H-[1,2'-bipyridine]-3'-carbonitrile